BrC1=C(C=C2CN(C(C2=C1)=O)C1C(NC(CC1)=O)=O)CN(C)C1CCN(CC1)C1=CC=C(C=C1)C1=NC2=CC(=CC(=C2C(N1)=O)OC)OC 3-(6-bromo-5-(((1-(4-(5,7-dimethoxy-4-oxo-3,4-dihydroquinazolin-2-yl)phenyl)piperidin-4-yl)(methyl)amino)methyl)-1-oxoisoindolin-2-yl)piperidine-2,6-dione